C1(CC1)NC(=O)C1=NC=C(N=C1)N1[C@H](C2=C(CC1)NC=N2)C2=NN1C(C=CC=C1C)=C2 (R)-N-cyclopropyl-5-(4-(7-methylpyrazolo[1,5-a]pyridin-2-yl)-1,4,6,7-tetrahydro-5H-imidazo[4,5-c]pyridin-5-yl)pyrazine-2-carboxamide